4-(4-Acetylphenyl)-4-methylpiperidine-1-carboxylic acid tert-butyl ester C(C)(C)(C)OC(=O)N1CCC(CC1)(C)C1=CC=C(C=C1)C(C)=O